C(#N)C1=CC=C(C=C1)[C@H](C)NC(=O)C1=C(SC=2COCCC21)CC2=CC=C(C=C2)F (S)-N-(1-(4-cyanophenyl)ethyl)-2-(4-fluorobenzyl)-4,7-dihydro-5H-thieno[2,3-c]pyran-3-carboxamide